CC1=CC=C(C=C1)NC1=CC=C(C=C1)OC (4-methylphenyl)(4-methoxyphenyl)amine